FC(C1=C(N)C=C(C=C1C(F)(F)F)C(F)(F)F)(F)F 2,3,5-tris(trifluoromethyl)aniline